methyl 3-(5-(3-carbamimidoyl-4-fluorophenoxy)-6-fluoro-1H-indol-4-yl)-2,2-dimethylpropanoate C(N)(=N)C=1C=C(OC=2C(=C3C=CNC3=CC2F)CC(C(=O)OC)(C)C)C=CC1F